1,1'-[[2,4-Bis(6-methoxy-1,3-benzodioxol-5-yl)-1,3-cyclobutanediyl]dicarbonyl]bispiperidine COC=1C(=CC2=C(OCO2)C1)C1C(C(C1C(=O)N1CCCCC1)C1=CC2=C(OCO2)C=C1OC)C(=O)N1CCCCC1